(6aR,9R)-5-bromo-N-((R)-sec-butyl)-7-methyl-4,6,6a,7,8,9-hexahydroindolo[4,3-fg]quinoline-9-carboxamide hemitartrate C(=O)(O)C(O)C(O)C(=O)O.BrC=1NC2=CC=CC=3C4=C[C@H](CN([C@@H]4CC1C32)C)C(=O)N[C@H](C)CC.BrC=3NC2=CC=CC=1C4=C[C@H](CN([C@@H]4CC3C12)C)C(=O)N[C@H](C)CC